[Ca+2].N[C@@H](CC(=O)[O-])C(=O)[O-] aspartic acid, calcium salt